FC(C1=CC=C(CSC=2OC3=C(N2)C=CC=C3C(=O)O)C=C1)(F)F ((4-(trifluoromethyl)benzyl)thio)benzo[d]oxazole-7-carboxylic acid